C(C1=CC=CC=C1)C1NC(C(NC1=O)CCC(=O)O)=O 3-(5-benzyl-3,6-dioxopiperazine-2-yl)propanoic acid